[Cu].C(C)(C)(C)C1=NNC=C1 tert-butylpyrazole copper